BrC=1C=C(C2=C(C(OC(=N2)C=2N(N=C(C2)CN2N=C(N=N2)C2=CC=C(C=C2)C(F)(F)F)C2=NC=CC=C2Cl)=O)C1)C 6-bromo-2-[2-(3-chloro-2-pyridyl)-5-[[5-[4-(trifluoromethyl)phenyl]tetrazol-2-yl]methyl]pyrazol-3-yl]-8-methyl-3,1-benzoxazin-4-one